trans-[4-(2,5-Dimethyl-pyridin-4-ylmethyl)-cyclohexyl]-[(S)-3-(2-methyl-thiazol-4-yl)-isoxazolidin-2-yl]-methanone CC1=NC=C(C(=C1)C[C@@H]1CC[C@H](CC1)C(=O)N1OCC[C@H]1C=1N=C(SC1)C)C